OC1C(OCC(C1)NC(CO)=O)(C(=O)O)OCCOCCOCCN1N=NC(=C1)COCCOCCOCCOCCNC(C)=O hydroxy-5-(2-hydroxyacetamido)-2-(2-(2-(2-(4-(15-oxo-2,5,8,11-tetraoxa-14-azahexadecyl)-1H-1,2,3-triazol-1-yl)ethoxy)ethoxy)ethoxy)tetrahydro-2H-pyran-2-carboxylic acid